CC12CC=3C=NNC3CC1C(C(C1C3C(CCC12)(C=CC3)C)O)O 10a,12a-dimethyl-3,3a,3b,4,5,5a,6,7,10,10a,10b,11,12,12a-tetradecahydrocyclopenta[5,6]naphtho[1,2-f]indazole-4,5-diol